(E)-3-(2,6-dimethylphenyl)-1-(6-methoxy-9H-pyrido[3,4-b]indol-1-yl)prop-2-en-1-one CC1=C(C(=CC=C1)C)/C=C/C(=O)C1=NC=CC2=C1NC1=CC=C(C=C21)OC